6-(4-((2-fluorophenyl)amino)-3-isopropyl-3H-imidazo[4,5-c]pyridin-6-yl)-1-((1s,3s)-3-(piperidin-1-yl)cyclobutyl)spiro[indoline-3,4'-piperidin]-2-one hydrochloride Cl.FC1=C(C=CC=C1)NC1=NC(=CC2=C1N(C=N2)C(C)C)C2=CC=C1C(=C2)N(C(C12CCNCC2)=O)C2CC(C2)N2CCCCC2